ClC1=C(C=C2C(=NC(=NC2=C1)C1CC1)N1CCC(CC1)C1=C(C=CC=C1)OC)N(CCC)C {7-chloro-2-cyclopropyl-4-[4-(2-methoxy-phenyl)-piperidin-1-yl]-quinazolin-6-yl}-methyl-propyl-amine